NC1=C(C(=NN1)C(=O)OCC)C(=O)[O-] ethyl 5-amino-1H-pyrazole-3,4-dicarboxylate